(diphenylsilanediyl)bis(ethane-2,1-diyl) bis((2-hydroxyethyl) (methyl)carbamate) OCCN(C(OCC[Si](CCOC(N(C)CCO)=O)(C1=CC=CC=C1)C1=CC=CC=C1)=O)C